m-diethyl-benzene C(C)C1=CC(=CC=C1)CC